N1=NCN(C=C1)O [1,2,4]Triazine-4-ol